[Pd].[Pd].C(C1=CC=CC=C1)=CC(=O)C=CC1=CC=CC=C1.C(C1=CC=CC=C1)=CC(=O)C=CC1=CC=CC=C1.C(C1=CC=CC=C1)=CC(=O)C=CC1=CC=CC=C1 tris(dibenzylideneacetone) Dipalladium(0)